tert-butyl (3S)-3-((4-((4-bromo-6-chloro-1-(tetrahydro-2H-pyran-2-yl)-1H-indazol-5-yl)ethynyl)-2H-1,2,3-triazol-2-yl)methyl)piperidine-1-carboxylate BrC1=C2C=NN(C2=CC(=C1C#CC1=NN(N=C1)C[C@@H]1CN(CCC1)C(=O)OC(C)(C)C)Cl)C1OCCCC1